7-fluoro-1-isopropyl-3-methyl-8-(6-((2-morpholinoethoxy)methyl)pyridin-3-yl)-1,3-dihydro-2H-imidazo[4,5-c]cinnolin-2-one FC=1C(=CC=2C3=C(N=NC2C1)N(C(N3C(C)C)=O)C)C=3C=NC(=CC3)COCCN3CCOCC3